Cl.CP1(CCNCC1)=O 4-methyl-1,4λ5-azaphosphinane 4-oxide hydrochloride